BrC1=NC(=CC(=C1)C1=CC=CC=C1)SC 2-bromo-6-(methylsulfanyl)-4-phenylpyridine